(R)-6-hydroxy-2,6-dimethyl-2,7-octadienoic acid O[C@](CCC=C(C(=O)O)C)(C=C)C